BrC1=CC(=C(C=C1)S(=O)(=O)NCCO)OC 4-bromo-N-(2-hydroxyethyl)-2-methoxybenzenesulfonamide